dimethyl 6-(((benzyloxy)carbonyl)((1-methylpiperidin-4-yl)methyl)amino)undecanedioate C(C1=CC=CC=C1)OC(=O)N(C(CCCCC(=O)OC)CCCCC(=O)OC)CC1CCN(CC1)C